FC(S(=O)(=O)OC1=CC=CC=2CC(CC(C12)=O)F)(F)F 8-oxo-6-fluoro-5,6,7,8-tetrahydro-naphthalen-1-yl trifluoromethanesulfonate